C(C)N(S(=O)(=O)C1=CC2=C(CCO2)C=C1)[C@H](C(F)(F)F)C1=CC=C(C=C1)F (S)-N-ethyl-N-(2,2,2-trifluoro-1-(4-fluorophenyl)ethyl)-2,3-dihydrobenzofuran-6-sulfonamide